3-[[4-hydroxy-1-[(3R,4R)-1-[[2-(6-methoxy-3-pyridinyl)thiazol-5-yl]methyl]-3-phenyl-piperidine-4-carbonyl]-4-piperidinyl]methyl]-7-phenyl-5H-pyrrolo[3,2-d]pyrimidin-4-one OC1(CCN(CC1)C(=O)[C@H]1[C@@H](CN(CC1)CC1=CN=C(S1)C=1C=NC(=CC1)OC)C1=CC=CC=C1)CN1C=NC2=C(C1=O)NC=C2C2=CC=CC=C2